tetra-n-Butoxysilan C(CCC)O[Si](OCCCC)(OCCCC)OCCCC